1-(4-cyclobutyl-3-(6-(difluoromethoxy)pyridin-3-yl)-1-methyl-1H-pyrazol-5-yl)-3-(3,3-difluorocyclobutyl)urea C1(CCC1)C=1C(=NN(C1NC(=O)NC1CC(C1)(F)F)C)C=1C=NC(=CC1)OC(F)F